5-fluoro-4-(1H-imidazol-4-yl)-2-(6-(methyl(2,2,6,6-tetramethylpiperidin-4-yl)amino)pyridazin-3-yl)phenol FC=1C(=CC(=C(C1)O)C=1N=NC(=CC1)N(C1CC(NC(C1)(C)C)(C)C)C)C=1N=CNC1